7-cyano-3-(pent-4-en-1-yl)quinazolin-4(3H)-one C(#N)C1=CC=C2C(N(C=NC2=C1)CCCC=C)=O